1-[(5-FORMYL-2-METHOXYPHENYL)METHYL]PYRROLIDINE-2-CARBOXAMIDE C(=O)C=1C=CC(=C(C1)CN1C(CCC1)C(=O)N)OC